O=C1C[C@@H](CN1C1CCNCC1)OC(=O)N1CCN(CC1)C1=NC=2N(C=C1)N=CC2C=2C(=NC=CC2)OC2CC2 [(3S)-5-Oxo-1-(4-piperidyl)pyrrolidin-3-yl]4-[3-[2-(cyclopropoxy)-3-pyridyl]pyrazolo[1,5-a]pyrimidin-5-yl]piperazine-1-carboxylate